ClC1=C(C(=O)NC2CC23CCN(CC3)CCC(C)(C)C)C=CC=C1 2-chloro-N-(6-(3,3-dimethylbutyl)-6-azaspiro[2.5]oct-1-yl)benzamide